4-[6-(1-cyanocyclopropyl)pyrazolo[1,5-a]pyridin-3-yl]-2-(difluoromethoxy)-N-[(1R,2S)-2-fluorocyclopropyl]-6-methoxybenzamide C(#N)C1(CC1)C=1C=CC=2N(C1)N=CC2C2=CC(=C(C(=O)N[C@H]1[C@H](C1)F)C(=C2)OC)OC(F)F